N[C@@H](CCSC)C(=O)N[C@@H](CCSC)C(=O)O methionylmethionine